ClC1=CC(=C(OCC=2OC(=CN2)CC2CN(C2)CC2=NC3=C(N2CC2=CN=CN2CC)C=C(C=C3)C(=O)O)C=C1)C#N 2-{[3-({2-[(4-chloro-2-cyanophenoxy)methyl]-1,3-oxazol-5-yl}methyl)azetidin-1-yl]methyl}-1-[(1-ethyl-1H-imidazol-5-yl)methyl]-1H-1,3-benzodiazole-6-carboxylic acid